C(C)(CC)C1CCC2=C1C=C(C=1N2C=NN1)C(=O)NC1=NC=C(C=N1)F 6-(sec-butyl)-N-(5-Fluoropyrimidin-2-yl)-7,8-dihydro-6H-cyclopenta[e][1,2,4]triazolo[4,3-a]pyridine-4-carboxamide